4-[4-(2-aminoethyl)phenyl]-3-(6-piperidin-1-ylpyridazin-4-yl)sulfanylbenzonitrile NCCC1=CC=C(C=C1)C1=C(C=C(C#N)C=C1)SC1=CN=NC(=C1)N1CCCCC1